CN(C(C#CCN1CCC2(C(N(C(N2)=O)C2=CC=C(C=C2)C2=CC3=C(N=CN=C3N3CCOCC3)N2)=O)CC1)=O)C N,N-dimethyl-4-(3-(4-(4-morpholino-7H-pyrrolo[2,3-d]pyrimidin-6-yl)phenyl)-2,4-dioxo-1,3,8-triazaspiro[4.5]decan-8-yl)but-2-ynamide